OCC1(CCC1)N1C(SC(=C1)COC=1C=CC2=C(C=C(O2)C)C1)C N-(1-(hydroxymethyl)cyclobutyl)-2-methyl-5-((2-methylthiazol-5-yl)methoxy)benzofuran